O1N=C(CC1)C1=C(C(=O)C2=CC=CC=C2)C=CC=C1 (4,5-dihydroisoxazol-3-yl)benzophenone